(E)-cyclobutyl-1,2-ethylenediamine C1(CCC1)NCCN